nicotinic acid p-aminosalicylate NC=1C=C(C(C(=O)O)=CC1)O.C(C1=CN=CC=C1)(=O)O